NC1=NC=NN2C1=C(C=C2C=2C(=CC(=C(C(=O)N[C@@H]1CN(C[C@@H]1F)C(=O)C1=NC(=CC=C1)C)C2)C)F)C(F)(F)F 5-[4-amino-5-(trifluoromethyl)pyrrolo[2,1-f][1,2,4]triazin-7-yl]-4-fluoro-N-[(3R,4S)-4-fluoro-1-(6-methylpyridine-2-carbonyl)pyrrolidin-3-yl]-2-methylbenzamide